1-(4-((6-amino-5-cyanopyrimidin-4-yl)oxy)-2-fluorophenyl)-3-(3-(tert-butyl)-1-(4-ethoxy-3,5-difluorophenyl)-1H-pyrazol-5-yl)urea NC1=C(C(=NC=N1)OC1=CC(=C(C=C1)NC(=O)NC1=CC(=NN1C1=CC(=C(C(=C1)F)OCC)F)C(C)(C)C)F)C#N